N4-((1H-benzo[d]imidazol-2-yl)methyl)-N2-(3-(methylsulfonamido)phenyl)thiophene-2,4-dicarboxamide N1C(=NC2=C1C=CC=C2)CNC(=O)C=2C=C(SC2)C(=O)NC2=CC(=CC=C2)NS(=O)(=O)C